N1C(C(C=2C1=NC=CC2)=C2C(NC1=NC=CC=C12)=O)=O [3,3'-bipyrrolo[2,3-b]pyridinylidene]-2,2'(1H,1'H)-dione